Lauric acid Potassium [K].C(CCCCCCCCCCC)(=O)O